5-((1-(methylsulfonyl)piperidin-4-yl)methoxy)-2-((5-(trifluoromethyl)-2H-isoindol-2-yl)methyl)-4H-pyran-4-one CS(=O)(=O)N1CCC(CC1)COC=1C(C=C(OC1)CN1C=C2C=CC(=CC2=C1)C(F)(F)F)=O